FC1(CC(C1)(C=O)NC(OC(C)(C)C)=O)F tert-butyl (3,3-difluoro-1-formylcyclobutyl)carbamate